5-Methyl-N-(chinolin-2-yl)-1-(p-tolyl)-1H-1,2,3-triazol-4-carboxamid CC1=C(N=NN1C1=CC=C(C=C1)C)C(=O)NC1=NC2=CC=CC=C2C=C1